FC1(CCC2=C1N=C(N=C2C=2C=C(CNS(=O)(=O)C)C=CC2)N2[C@H](CC2)C)F (S)-N-(3-(7,7-difluoro-2-(2-methylazetidin-1-yl)-6,7-dihydro-5H-cyclopenta[d]pyrimidin-4-yl)benzyl)methanesulfonamide